Ethyl-(S,E)-2-((3-(7-(dimethylamino)-2-((methoxycarbonyl)amino)-7-oxohept-5-enamido)-2-oxopyridin-1(2H)-yl)methyl)-5-fluoro-1H-benzo[d]imidazol-1-carboxylat C(C)OC(=O)N1C(=NC2=C1C=CC(=C2)F)CN2C(C(=CC=C2)NC([C@H](CC\C=C\C(=O)N(C)C)NC(=O)OC)=O)=O